2-{3-[3-(tert-butylamino)pyrrolidin-1-yl]-1,2,4-triazin-6-yl}-5-(1-methyl-1H-pyrazol-4-yl)phenol hydrochloride Cl.C(C)(C)(C)NC1CN(CC1)C=1N=NC(=CN1)C1=C(C=C(C=C1)C=1C=NN(C1)C)O